1-(4-((2-(1H-pyrazol-4-yl)ethyl)amino)-5,6-dimethylpyrimidine-2-carbonyl)spiro[azetidine-3,3'-indolin]-2'-one N1N=CC(=C1)CCNC1=NC(=NC(=C1C)C)C(=O)N1CC2(C(NC3=CC=CC=C23)=O)C1